ClC=1C=C(C=CC1C(F)(F)F)[C@@H]1[C@H](CNCC1)C1=C(SC2=C1C=1N(CCO2)N=CC1)C(=O)N ((3S,4S)-4-(3-chloro-4-trifluoromethylphenyl)piperidin-3-yl)-5,6-dihydropyrazolo[1,5-d]thieno[3,2-f][1,4]oxazepin-2-carboxamide